NC=1C=2N(C3=CC(=C(C=C3N1)COC)C(=O)N(C1COC3=C1C=CC(=C3)C(F)(F)F)C)C=NC2 4-amino-7-(methoxymethyl)-N-methyl-N-(6-(trifluoromethyl)-2,3-dihydrobenzofuran-3-yl)imidazo[1,5-a]quinoxaline-8-carboxamide